COC1=C(C=C(C=C1)COC)C1=CC(=NC=C1C(=O)OC)C methyl 4-(2-methoxy-5-(methoxymethyl)phenyl)-6-methylnicotinate